C(C)N(C1=NC=2C(=C(N=CC2C2=C1N=NN2[C@@H]2C[C@H](N(CC2)C(\C=C\CF)=O)CC#N)C=2C=CC(=C1C=CC=NC21)F)F)C 2-((2S,4S)-4-(4-(ethyl(methyl)amino)-6-fluoro-7-(5-fluoroquinolin-8-yl)-1H-[1,2,3]triazolo[4,5-c][1,6]naphthyridin-1-yl)-1-((E)-4-fluorobut-2-enoyl)piperidin-2-yl)acetonitrile